C1(CCCCC1)(C(=O)O)C(=O)O 3-trans-cyclohexanedicarboxylic acid